4-(5-(((2S,5R)-5-isopropyl-3,6-dimethoxy-2,5-dihydropyrazin-2-yl)methyl)imidazo[1,2-a]pyridin-8-yl)-5-methoxy-2-methylpyridazin-3(2H)-one C(C)(C)[C@H]1N=C([C@@H](N=C1OC)CC1=CC=C(C=2N1C=CN2)C=2C(N(N=CC2OC)C)=O)OC